Nε-((2,3-dichloropropoxy)carbonyl)-lysine ClC(COC(=O)NCCCC[C@H](N)C(=O)O)CCl